FC=1C=C(C=CC1OC(F)(F)F)C(N)[C@@H]1C[C@H](C1)C(F)(F)F (3-fluoro-4-(trifluoromethoxy)phenyl)(trans-3-(trifluoromethyl)cyclobutyl)methanamine